2,4-dinitro-6-bromoaniline [N+](=O)([O-])C1=C(N)C(=CC(=C1)[N+](=O)[O-])Br